O=C([C@H](O)[C@H](O)CO)O erythroonic acid